C(=O)(OC(C)(C)C)N[C@@H](CC(N)=O)C(=O)O Bocasparagine